N1CCC(CC1)C(=O)C1=CC=NC=C1 piperidine-4-yl-(pyridine-4-yl)methanone